6-(3,4-Dichloro-phenyl)-pyrimidine-4-carboxylic acid (2,2,6,6-tetramethyl-piperidin-4-yl)-amide hydrochloride salt Cl.CC1(NC(CC(C1)NC(=O)C1=NC=NC(=C1)C1=CC(=C(C=C1)Cl)Cl)(C)C)C